C(CCCCCCCCCCCC)(=O)OC tridecanoic acid, methyl ester